CN1N=CC(=C1)C=1C=C2C(=NC1)CNC2=O 3-(1-methyl-1H-pyrazol-4-yl)-6,7-dihydro-5H-pyrrolo[3,4-b]pyridin-5-one